CC1=CC(=NS1)C1=NN=C2N1N=C(C=C2C#N)OCC2=NC=1CCN(CC1C=C2)C(CO)C 3-(5-methylisothiazol-3-yl)-6-((6-(oxabutane-3-yl)-5,6,7,8-tetrahydro-1,6-naphthyridine-2-yl)methoxy)-[1,2,4]triazolo[4,3-b]pyridazine-8-carbonitrile